1-(3-methylpyrazin-2-yl)ethan-1-one CC=1C(=NC=CN1)C(C)=O